(R)-3-amino-2-(3-hydroxy-2,6-dimethylphenyl)-1-oxo-1,2,6,7,8,9-hexahydrobenzo[4,5]thieno[3,2-c]pyridine-4-carboxamide NC1=C(C2=C(C(N1C1=C(C(=CC=C1C)O)C)=O)C1=C(S2)CCCC1)C(=O)N